(S)-7-(benzyloxy)-6,8-dibromo-N-((4-chloro-3-nitrophenyl)sulfonyl)-2-(4-cyanobenzyl)-1,2,3,4-tetrahydroisoquinoline-3-carboxamide C(C1=CC=CC=C1)OC1=C(C=C2C[C@H](N(CC2=C1Br)CC1=CC=C(C=C1)C#N)C(=O)NS(=O)(=O)C1=CC(=C(C=C1)Cl)[N+](=O)[O-])Br